(1R,9R)-6-(6-fluoro-1H-indol-7-yl)-10,10-dimethyl-4-(2-(2-propenoyl)-2,6-diazaspiro[3.4]octan-6-yl)-3-azatricyclo[7.1.1.02,7]undeca-2,4,6-triene-5-carbonitrile FC1=CC=C2C=CNC2=C1C=1C(=C(N=C2[C@H]3C([C@@H](CC12)C3)(C)C)N3CC1(CN(C1)C(C=C)=O)CC3)C#N